N-Methylolvinylacetamide C(O)C=CNC(C)=O